C(N)(O[C@@H]1CN(CCC1)C=1C2=C(N=C(N1)SC)C(=C(N=C2C)C2=CC(=CC1=CC=C(C(=C21)C#C[Si](C(C)C)(C(C)C)C(C)C)F)OCOC)F)=O (S)-(1-(8-fluoro-7-(7-fluoro-3-(methoxymethoxy)-8-((triisopropylsilyl) ethynyl) naphthalen-1-yl)-5-methyl-2-(methylthio) pyrido[4,3-d]pyrimidin-4-yl) piperidin-3-yl) carbamate